C(#N)C1=CNC=2C1=NC(=CC2CN2C[C@H](CCC2)C)C(=O)NC2=CC(=CC=C2)C2(CC(C2)CC#N)C2=NN=CN2C 3-cyano-N-(3-((1s,3R)-3-(cyanomethyl)-1-(4-methyl-4H-1,2,4-triazol-3-yl)cyclobutyl)phenyl)-7-(((S)-3-methylpiperidin-1-yl)methyl)-1H-pyrrolo[3,2-b]pyridine-5-carboxamide